COC1=C(C(=CC=C1)OC)N1C(=NC=2C1=NC(=CN2)NS(=O)(=O)C2=CC=CC=C2)COCC N-(1-(2,6-dimethoxyphenyl)-2-(ethoxymethyl)-1H-imidazo[4,5-b]pyrazin-6-yl)benzenesulfonamide